Cl.NC=1SC=C(N1)CCl 2-Amino-4-chloromethylthiazole hydrochloride